C(C)NC(NC1=NC=CC(=C1)CN1CCC(CC1)C=1C=CC(=NC1F)C(=O)NC)=O 5-(1-((2-(3-ethylureido)pyridin-4-yl)methyl)piperidin-4-yl)-6-fluoro-N-methylpicolinamide